3-(4-n-butylphenyl)-2-methylpropanal C(CCC)C1=CC=C(C=C1)CC(C=O)C